N-ethyl-5-fluoro-2-(3-methyl-6-{4-[(1R,3S,4S)-2-azabicyclo[2.2.2]octane-3-carbonyl]-1,4-diazepan-1-yl}imidazo[1,5-a]pyridin-8-yl)-N-(isopropyl)benzamide C(C)N(C(C1=C(C=CC(=C1)F)C=1C=2N(C=C(C1)N1CCN(CCC1)C(=O)[C@H]1NC3CCC1CC3)C(=NC2)C)=O)C(C)C